thieno[3,4-d]-1,2,3-triazole N1=NN=C2C1=CSC2